C(C)(C)(C)OC(NC1C(CCC1)CO)=O (2-(hydroxymethyl)cyclopentyl)carbamic acid tert-butyl ester